S1C(=NC2=C1C=CC=C2)C#N benzothiazole-nitrile